3-phenyl-propylmethacrylate C1(=CC=CC=C1)CCCOC(C(=C)C)=O